1-ethyl-4-((4-methoxy-5-(1-methyl-1H-benzo[d][1,2,3]triazol-6-yl)-7H-pyrrolo[2,3-d]pyrimidin-2-yl)amino)cyclohexan-1-ol C(C)C1(CCC(CC1)NC=1N=C(C2=C(N1)NC=C2C=2C=CC1=C(N(N=N1)C)C2)OC)O